3-bromo-2-methyl-2,6-dihydro-7H-pyrrolo[4,3,2-ct]indazol-7-one BrC1=NC=2C3=C1N(N=C3C(CC2)=O)C